5-ethynyl-1,6-difluoronaphthalen-2-amine C(#C)C1=C2C=CC(=C(C2=CC=C1F)F)N